FC(C1=CC=C(CNC(=O)C=2CNCCC2)C=C1)(F)F N-(4-(trifluoromethyl)benzyl)-1,2,5,6-tetrahydropyridine-3-carboxamide